3-(6-(3,3-dimethyl-4-(piperidin-4-ylmethyl)piperazin-1-yl)-1-methyl-1H-indazol-3-yl)piperidine-2,6-dione CC1(CN(CCN1CC1CCNCC1)C1=CC=C2C(=NN(C2=C1)C)C1C(NC(CC1)=O)=O)C